(N,N,N-trimethylammonium) ethyl-acrylate chloride [Cl-].C(C)OC(C=C)=O.C[NH+](C)C